5-(tert-Butyl-dimethyl-silanyloxymethyl)-2-methoxy-4-(4-methyl-piperazin-1-yl)-phenylamine C(C)(C)(C)[SiH2]OC(C=1C(=CC(=C(C1)N)OC)N1CCN(CC1)C)(C)C